N-{(S)-1-[4-((R)-3-Dimethylamino-pyrrolidin-1-yl)-phenyl]-ethyl}-3-[3-(4-trifluoromethoxy-benzyl)-3H-imidazo[4,5-b]pyridin-2-yl]-propionamide CN([C@H]1CN(CC1)C1=CC=C(C=C1)[C@H](C)NC(CCC1=NC=2C(=NC=CC2)N1CC1=CC=C(C=C1)OC(F)(F)F)=O)C